FC1=C(C(=C(C(=C1B(C1=CC=CC=C1)C1=C(C(=C(C(=C1F)F)F)F)F)F)F)F)F bis(pentafluorophenyl)(phenyl)borane